BrC=1C=NC(=NC1)OC=1N(N=C(C1)C(F)(F)F)C1=CC=C(C=C1)C(F)(F)F 5-bromo-2-[5-(trifluoromethyl)-2-[4-(trifluoromethyl)phenyl]pyrazol-3-yl]oxy-pyrimidine